BrC=1C(=C(C=CC1)C1=NNC=C1C1=NC(=NC=C1)SC)F 4-(3-(3-Bromo-2-fluorophenyl)-1H-pyrazol-4-yl)-2-(methylthio)pyrimidine